(E)-3-(4-Chlorophenyl)-1-[2-hydroxy-6-[[4-(trifluoromethoxy)phenyl]methoxy]phenyl]prop-2-en-1-one ClC1=CC=C(C=C1)/C=C/C(=O)C1=C(C=CC=C1OCC1=CC=C(C=C1)OC(F)(F)F)O